BrC1=CC=C(C=C1)\C=C/1\CN(CC1)CCCF (3E)-3-[(4-bromophenyl)methylene]-1-(3-fluoropropyl)pyrrolidine